NCC1=CC=C(C=C1)CNC1=C(C(=NN1C(C1=CC=CC=C1)=O)C1C(CN(CC1)S(=O)(=O)C)C)C#N 5-({[4-(aminomethyl)phenyl]methyl}amino)-1-benzoyl-3-(1-methanesulfonyl-3-methylpiperidin-4-yl)-1H-pyrazole-4-carbonitrile